[N-](S(=O)(=O)C(F)(F)F)S(=O)(=O)C(F)(F)F.C(=C)C1=CC=C(CN2C=[N+](C=C2)CCCC)C=C1 1-(4-vinylbenzyl)-3-butylimidazolium bis(trifluoromethane)sulfonimide